C(#N)C1(CCN(CC1)C(=O)OC(C)(C)C)C=1C=NC=CC1 tertbutyl 4-cyano-4-(pyridin-3-yl)piperidine-1-carboxylate